C(C)C(C(=O)[O-])CCCC.C(CCC)N1C=[N+](C=C1)CCCCCCCC 1-butyl-3-octylimidazolium 2-ethyl-Hexanoate